hexaglyceryl dioleate CCCCCCCC/C=C\CCCCCCCC(=O)OCC(O)COCC(O)COCC(O)COCC(O)COCC(O)COCC(O)COC(=O)CCCCCCC/C=C\CCCCCCCC